FC1=C(C=CC(=C1)OC1=CC=CC=C1)C=1N=C(N2N=CN=C(C21)N)[C@H]2CO[C@H](CC2)C 5-(2-Fluoro-4-phenoxyphenyl)-7-((3s,6s)-6-methyltetrahydro-2H-pyran-3-yl)imidazo[5,1-f][1,2,4]triazin-4-amine